tert-butyl (1-benzylpiperidin-3-yl)((3-methylbicyclo[1.1.1]pentan-1-yl)methyl)carbamate C(C1=CC=CC=C1)N1CC(CCC1)N(C(OC(C)(C)C)=O)CC12CC(C1)(C2)C